C(CCCCCCCCCCCCCCCCC)(=O)C(OP(OC[C@@H](CO)OC(CCCCCCC\C=C/C\C=C/CCCCC)=O)(=O)[O-])C[N+](C)(C)C stearoyl-2-linoleoyl-sn-glycero-3-phosphocholine